3-fluoro-5-((3-(((tetrahydro-2H-pyran-4-yl)methyl)amino)-1-oxa-8-azaspiro[4.5]decan-8-yl)sulfonyl)benzonitrile FC=1C=C(C#N)C=C(C1)S(=O)(=O)N1CCC2(CC(CO2)NCC2CCOCC2)CC1